rac-(1S,2S)-1-methyl-2-(propan-2-yl)cyclopentane-1,2-diol C[C@]1([C@@](CCC1)(O)C(C)C)O |r|